2-(8-cyclopentyl-2-((1-(methylsulfonyl)-piperidin-4-yl)amino)-7-oxo-7,8-dihydropyrido[2,3-d]pyrimidin-6-yl)acetamide C1(CCCC1)N1C(C(=CC2=C1N=C(N=C2)NC2CCN(CC2)S(=O)(=O)C)CC(=O)N)=O